tert-Butyl (2R,4R)-2-(((S)-1-(((3-aminobenzo[d]isoxazol-6-yl)methyl)amino)-1-oxopropan-2-yl)carbamoyl)-4-phenylpyrrolidine-1-carboxylate NC1=NOC2=C1C=CC(=C2)CNC([C@H](C)NC(=O)[C@@H]2N(C[C@H](C2)C2=CC=CC=C2)C(=O)OC(C)(C)C)=O